ammonium di-n-butane CCCC.CCCC.[NH4+]